7-oxa-3,17-diazaspiro[5.12]octadecane-8,10-dione C1CNCCC12OC(CC(CCCCCCNC2)=O)=O